C1(CC2C(CC1)O2)CC[Si](O[Si](O[Si](C21CCC(CC2)C1)(C)C)(O[Si](C)(C)C12CCC(CC1)C2)O[Si](CCC2CC1C(CC2)O1)(C)C)(C)C bis([2-(3,4-epoxycyclohexyl)ethyl]dimethylsiloxy)bis(norbornanyldimethylsiloxy)silane